2-(1-METHYL-6-OXO-1,6-DIHYDROPYRIDIN-3-YL)ACETONITRILE CN1C=C(C=CC1=O)CC#N